O(CC)C(C(C(F)(F)F)(C(F)(F)F)F)(C(C(C(F)(F)F)(F)F)(F)F)F 3-ethoxyl-1,1,1,2,3,4,4,5,5,6,6,6-dodecafluoro-2-trifluoromethyl-hexane